C(=O)O.O=C1NC(CNC1)=O 2,6-dioxopiperazine formate